2-(5-bromo-2-(trifluoromethyl)pyridin-4-yl)propan-2-ol BrC=1C(=CC(=NC1)C(F)(F)F)C(C)(C)O